C(C)(C)(C)OC(=O)OC(=O)OC(C)(C)C.F[C@H]1CN(C[C@H](C1)O)C(=O)OC(C)(C)C cis-tert-butyl (3R,5S)-3-fluoro-5-hydroxypiperidine-1-carboxylate Di-tert-butyl-dicarbonate